3-methoxy-4-(prop-1-en-2-yl)picolinic acid COC=1C(=NC=CC1C(=C)C)C(=O)O